6-(3-Chloro-6-cyano-2-fluorophenyl)-3-methyl-N-(1-((S or R)-1-(5-methyl-6-((1R,5S)-2-oxo-3-azabicyclo[3.1.0]hexan-3-yl)pyridin-3-yl)ethyl)-1H-pyrazol-4-yl)pyrazine-2-carboxamide ClC=1C(=C(C(=CC1)C#N)C1=CN=C(C(=N1)C(=O)NC=1C=NN(C1)[C@@H](C)C=1C=NC(=C(C1)C)N1C([C@@H]2C[C@@H]2C1)=O)C)F |o1:23|